1-methyl-6-[4-[2-[rac-(3S,4R)-3-methyltetrahydropyran-4-yl]oxyethoxy]phenoxy]indazole-5-carboxamide CN1N=CC2=CC(=C(C=C12)OC1=CC=C(C=C1)OCCO[C@H]1[C@H](COCC1)C)C(=O)N |r|